CC1=C(C=CC=C1)S(=O)(=O)N METHYLBENZENESULFONAMIDE